tert-butyl 2-(((6-((1-methyl-1H-pyrazol-4-yl)amino)-3-phenylpyridazin-4-yl)amino)methyl)morpholine-4-carboxylate CN1N=CC(=C1)NC1=CC(=C(N=N1)C1=CC=CC=C1)NCC1CN(CCO1)C(=O)OC(C)(C)C